6-chloro-3-(((1R)-1-(2-cyano-7-methyl-3-(1,1,2,2-tetrafluoro-6-azaspiro[3.4]octan-6-yl)quinoxalin-5-yl)ethyl)amino)picolinic acid ClC1=CC=C(C(=N1)C(=O)O)N[C@H](C)C1=C2N=C(C(=NC2=CC(=C1)C)C#N)N1CC2(CC(C2(F)F)(F)F)CC1